C(C)SC([C@@H](OC(C)=O)[C@@H](OC(C)=O)[C@H](OC(C)=O)CO)SCC 2,3,4-tri-O-acetyl-D-lyxose diethyl dithioacetal